C(CCCCCCCCCC=CCC=CCC=CCC)(=O)O eicosa-11,14,17-trienoic acid